C(CN1C(C(NC(C1)(C)C)(C)C)=O)N1C(C(NC(C1)(C)C)(C)C)=O r-(1,2-ethanediyl)-bis(3,3,5,5-tetramethylpiperazinone)